N-(2-Hydroxyethyl)-3-((6-(3-methylisoxazol-4-yl)-1-oxoisoquinolin-2(1H)-yl)methyl)benzamide OCCNC(C1=CC(=CC=C1)CN1C(C2=CC=C(C=C2C=C1)C=1C(=NOC1)C)=O)=O